CC1=C(C=CC=C1C)N1CCN(CC1)C(CN1N=C(C2=C1C[C@@H]1[C@H]2C1)C(=O)N1C[C@@H]([C@H](CC1)O)F)=O 1-[4-(2,3-Dimethylphenyl)piperazin-1-yl]-2-{(3bR,4aR)-3-[(3S,4S)-3-fluoro-4-hydroxypiperidin-1-carbonyl]-3b,4,4a,5-tetrahydro-1H-cyclopropa[3,4]cyclopenta[1,2-c]pyrazol-1-yl}ethan-1-on